Cl.COC(=O)C=1C=C(C2=C(N(N=N2)C/C(=C/CN)/F)C1)C1=CC(=C(C=C1)OC)S(NC(C)C)(=O)=O (Z)-1-(4-amino-2-fluoro-but-2-en-1-yl)-4-(3-(N-isopropylsulfamoyl)-4-methoxyphenyl)-1H-benzo[d][1,2,3]triazole-6-carboxylic acid methyl ester hydrochloride